C[C@@]1(CNCCC1)O (R)-3-methylpiperidin-3-ol